CC(C#N)(C)C=1C=CC2=CN(N=C2C1)C=1C=C2C(=CN1)N(N=C2)CC(C(F)(F)F)(F)F 2-methyl-2-[2-[1-(2,2,3,3,3-pentafluoropropyl)pyrazolo[3,4-c]pyridin-5-yl]indazol-6-yl]propanenitrile